O=C1NC(CCC1C=1C=CC(=NC1)N1CCC(CC1)C(=O)N1CCC(CC1)C1=CC=C(C=C1)NC1=NC=CC(=N1)C1=C(N=C(S1)C)C=1C(=C(C=CC1)C(CC)S(=O)(=O)N)F)=O (3-(5-(2-((4-(1-(1-(5-(2,6-dioxopiperidin-3-yl)pyridin-2-yl)piperidine-4-carbonyl)piperidin-4-yl)phenyl)amino)pyrimidin-4-yl)-2-methylthiazol-4-yl)-2-fluorophenyl)propane-1-sulfonamide